4-(3-(cyclopropylmethoxy)-4-(difluoromethoxy)phenyl)-2-(hydroxymethyl)pyrrolidine-1-carboxylic acid methyl ester COC(=O)N1C(CC(C1)C1=CC(=C(C=C1)OC(F)F)OCC1CC1)CO